NC1CCN(CC1)C1=NC(=C2N=CN(C2=N1)C(C)C)NCC1=C(C=CC=C1)C1=CC=NN1C 2-(4-aminopiperidin-1-yl)-9-isopropyl-N-(2-(1-methyl-1H-pyrazol-5-yl)benzyl)-9H-purin-6-amine